1-hexyl-4-butylpiperidinium methanesulfonate CS(=O)(=O)[O-].C(CCCCC)[NH+]1CCC(CC1)CCCC